(7S,8R)-2-((5-((R)-2-azidobutan-2-yl)-8-(cis-3-(ethylsulfonyl)cyclobutoxy)-2,7-naphthyridin-3-yl)amino)-7,8-dimethyl-7,8-dihydro-5H-pyrano[4,3-b]pyridin-5-one N(=[N+]=[N-])[C@](C)(CC)C1=C2C=C(N=CC2=C(N=C1)O[C@@H]1C[C@@H](C1)S(=O)(=O)CC)NC1=CC=C2C(=N1)[C@H]([C@@H](OC2=O)C)C